tert-butyl N-[(2R)-3-amino-2-hydroxypropyl]carbamate NC[C@H](CNC(OC(C)(C)C)=O)O